N-[(1S)-1-(dicyclopropylmethyl)-2-[[5-(2,5-dimethyl-1-oxido-pyridin-1-ium-3-yl)-6-fluoro-2-pyridyl]amino]-2-oxo-ethyl]-2-[(3,3-difluorocyclobutyl)methyl]-pyrazole-3-carboxamide C1(CC1)C([C@@H](C(=O)NC1=NC(=C(C=C1)C=1C(=[N+](C=C(C1)C)[O-])C)F)NC(=O)C=1N(N=CC1)CC1CC(C1)(F)F)C1CC1